COCCOC1=CC(=NC2=CC=C(C=C12)NC(C(C)OCCC)=O)C1=CN=CS1 N-(4-(2-methoxyethoxy)-2-(thiazol-5-yl)quinolin-6-yl)-2-propoxypropanamide